(2S,3S,4R,5R)-N-ethyl-3,4-dihydroxy-5-(6-(methylamino)-2-(5-methylfuran-2-yl)-9H-purine-9-yl)tetrahydrofuran-2-carboxamide C(C)NC(=O)[C@H]1O[C@H]([C@@H]([C@@H]1O)O)N1C2=NC(=NC(=C2N=C1)NC)C=1OC(=CC1)C